BrC=1C=C(C(=C(C1)OC(C(C)C)=O)O)C=NC(CC1=CC=C(C=C1)O)C(CO)=O.BrC=1C=C2C=NC(=NC2=CC1)C1CCN(CC1)C(C)=O 1-(4-(6-Bromoquinazolin-2-yl)piperidin-1-yl)ethan-1-one 5-bromo-2-hydroxy-3-((4-hydroxy-1-(4-hydroxyphenyl)-3-oxobutan-2-ylimino)methyl)phenyl-isobutyrate